pent-4-ynecarboxylic acid C(CCC#C)C(=O)O